N1(N=CC=C1)N1CCC(CC1)C#N (1H-pyrazol-1-yl)piperidine-4-carbonitrile